CCCCCCCCCCCC(CC(=O)SCCNC(=O)CCNC(=O)[C@@H](C(C)(C)COP(=O)([O-])OP(=O)([O-])OC[C@@H]1[C@H]([C@H]([C@@H](O1)N2C=NC3=C(N=CN=C32)N)O)OP(=O)([O-])[O-])O)O The molecule is a 3-hydroxy fatty acyl-CoA(4-) oxanion arising from deprotonation of the phosphate and diphosphate OH groups of 3-hydroxytetradecanoyl-CoA; major species at pH 7.3. It is a 3-hydroxy fatty acyl-CoA(4-), a long-chain fatty acyl-CoA(4-) and an 11,12-saturated fatty acyl-CoA(4-). It is a conjugate base of a 3-hydroxytetradecanoyl-CoA.